FC=1C(=CN(C1C1=CC=CC=C1)S(=O)(=O)C=1C=NC=CC1)CNC 1-[4-fluoro-5-phenyl-1-(pyridin-3-ylsulfonyl)-1H-pyrrol-3-yl]-N-methylmethanamine